3-isobutyl-2-piperazinone, methanesulfonic acid salt CS(=O)(=O)O.C(C(C)C)C1C(NCCN1)=O